(3-carbazole-9-yl-2-hydroxypropyl)-N-furan-2-ylmethyl-methanesulfonamide C1=CC=CC=2C3=CC=CC=C3N(C12)CC(CCS(=O)(=O)NCC=1OC=CC1)O